C1(CC1)C1=CC(=NC(=N1)N1C=NC=C1)C(=O)NC1CCC(CC1)OC 6-cyclopropyl-2-(1H-imidazol-1-yl)-N-(4-methoxycyclohexyl)pyrimidine-4-carboxamide